[(4S)-7-chloro-6-(3-fluoro-2-pyridyl)-4-methyl-8-(trifluoromethyl)-4H-[1,2,4]triazolo[1,5-a][1,4]benzodiazepin-2-yl]-[(3S)-3-fluoropyrrolidin-1-yl]methanone ClC1=C(C=CC2=C1C(=N[C@H](C=1N2N=C(N1)C(=O)N1C[C@H](CC1)F)C)C1=NC=CC=C1F)C(F)(F)F